9,9'-(4-([1,1':3',1''-terphenyl]-5'-yl)-2,6-di(9H-carbazol-9-yl)pyridine-3,5-diyl)bis(3,6-diphenyl-9H-carbazole) C1(=CC=CC=C1)C1=CC(=CC(=C1)C1=C(C(=NC(=C1N1C2=CC=C(C=C2C=2C=C(C=CC12)C1=CC=CC=C1)C1=CC=CC=C1)N1C2=CC=CC=C2C=2C=CC=CC12)N1C2=CC=CC=C2C=2C=CC=CC12)N1C2=CC=C(C=C2C=2C=C(C=CC12)C1=CC=CC=C1)C1=CC=CC=C1)C1=CC=CC=C1